4-amino-N-ethyl-N-(2-(trifluoromethyl)-6,7-dihydro-5H-cyclopenta[b]pyridin-5-yl)imidazo[1,5-a]quinoxaline-8-carboxamide NC=1C=2N(C3=CC(=CC=C3N1)C(=O)N(C1CCC3=NC(=CC=C31)C(F)(F)F)CC)C=NC2